4-(3,4-dichlorophenyl)thiazol-2-amine ClC=1C=C(C=CC1Cl)C=1N=C(SC1)N